FC1(CCN(CC1)C1C(CCC1)OC=1C=C2CN(C(C2=CC1)=O)C1C(NC(CC1)=O)=O)F 3-(5-((2-(4,4-difluoropiperidin-1-yl)cyclopentyl)oxy)-1-oxoisoindolin-2-yl)piperidine-2,6-dione